4-chloro-3-methoxypyridinecarboxylic acid tert-butyl ester C(C)(C)(C)OC(=O)C1=NC=CC(=C1OC)Cl